N1(N=CC=C1)CC1=CC2=C(C(=NO2)NS(=O)(=O)C=2C(=CC=C3C(CCOC23)=O)OC)C(=C1)OC N-(6-((1H-pyrazol-1-yl)methyl)-4-methoxybenzo[d]isoxazol-3-yl)-7-methoxy-4-oxochroman-8-sulfonamide